4-(2,4-difluorophenoxy)-N-[4-(dimethylamino)phenyl]-3-(6-methyl-7-oxo-6,7-dihydro-1H-pyrrolo[2,3-c]pyridin-4-yl)benzamide FC1=C(OC2=C(C=C(C(=O)NC3=CC=C(C=C3)N(C)C)C=C2)C=2C3=C(C(N(C2)C)=O)NC=C3)C=CC(=C1)F